[Si](C)(C)(C(C)(C)C)OCC=1N=C(SC1)C1(CCC(CC1)C(=O)OC(C)(C)C)O tert-butyl 4-(4-(((tert-butyldimethylsilyl) oxy) methyl) thiazol-2-yl)-4-hydroxycyclohexanecarboxylate